CC=1C(=C2C=NNC2=CC1C)C1=C(C=2N=C(N=C(C2C=N1)N1C[C@@](CCC1)(O)C)OCC1(CC1)CN(C)C)F (3R)-1-(7-(5,6-dimethyl-1H-indazol-4-yl)-2-((1-((dimethylamino)methyl)cyclopropyl)methoxy)-8-fluoropyrido[4,3-d]pyrimidin-4-yl)-3-methylpiperidin-3-ol